platinum (II) [phenyl(phenylpyridinyl)quinoline] C1(=CC=CC=C1)C=1C(=NC2=CC=CC=C2C1)C1=NC=CC=C1C1=CC=CC=C1.[Pt+2]